benzyl (5-fluoro-2-hydroxy-4-(2-oxa-6-azaspiro[3.3]heptan-6-yl)phenyl)carbamate FC=1C(=CC(=C(C1)NC(OCC1=CC=CC=C1)=O)O)N1CC2(COC2)C1